N-(4-(7-(3-(4-cyclopropylpiperazin-1-yl)propoxy)-6-methoxyquinazolin-4-yl)phenyl)-2-(4-(trifluoromethyl)phenyl)acetamide C1(CC1)N1CCN(CC1)CCCOC1=C(C=C2C(=NC=NC2=C1)C1=CC=C(C=C1)NC(CC1=CC=C(C=C1)C(F)(F)F)=O)OC